NCCC1CCN(CC1)CC1=CC=C(CN2C3=NC(=NC(=C3NC2=O)NC(CCCCC)=O)OCCCC)C=C1 N-(9-(4-((4-(2-aminoethyl)piperidin-1-yl)methyl)benzyl)-2-butoxy-8-oxo-8,9-dihydro-7H-purin-6-yl)hexanamide